Allyl 3-O-benzyl-6-O-[(benzyloxy) carbonyl]-2-deoxy-2-{[(2,2,2-trichloroethoxy) carbonyl] amino}-α-D-glucopyranoside C(C1=CC=CC=C1)O[C@@H]1[C@H]([C@@H](OCC=C)O[C@@H]([C@H]1O)COC(=O)OCC1=CC=CC=C1)NC(=O)OCC(Cl)(Cl)Cl